N-((1R,2S)-2-fluorocyclopropyl)-6-(4-(5-formylpyrimidin-2-yl)indolin-1-yl)-8-(methylamino)imidazo[1,2-b]pyridazine-3-carboxamide trifluoroacetate FC(C(=O)O)(F)F.F[C@@H]1[C@@H](C1)NC(=O)C1=CN=C2N1N=C(C=C2NC)N2CCC1=C(C=CC=C21)C2=NC=C(C=N2)C=O